ethyl 2,3,5-triiodo-benzoate IC1=C(C(=O)OCC)C=C(C=C1I)I